4-[3-(3-bromo-2-methyl-phenoxy)propyl]-1-(2,2-diethoxyethyl)piperidine BrC=1C(=C(OCCCC2CCN(CC2)CC(OCC)OCC)C=CC1)C